3β,6β,7α,12β-tetrahydroxy-5β-cholan-24-oic acid O[C@@H]1C[C@H]2[C@@H]([C@H]([C@H]3[C@@H]4CC[C@H]([C@@H](CCC(=O)O)C)[C@]4([C@@H](C[C@@H]3[C@]2(CC1)C)O)C)O)O